CC1=C(C=CC=C1)C1(CC2C(CN(C2)C2=NC(=CC=C2)C(F)(F)F)C1)O 5-(2-methylphenyl)-2-[6-(trifluoromethyl)pyridin-2-yl]-octahydrocyclopenta[c]pyrrol-5-ol